C1(CC1)[C@@H]1[C@@H](N1[S@](=O)C1=CC=C(C=C1)C)C(=O)OCC Ethyl (2R-3R)-3-cyclopropyl-1-[(R)-p-tolylsulfinyl]aziridine-2-carboxylate